[Cl-].[Cl-].C1(=CC=C(C=C1)C(=[Zr+2](C1=C(C(=CC=2C3=CC(=C(C=C3CC12)C)C(C)(C)C)C(C)(C)C)C)C1C=CC=C1)C1=CC(=CC=C1)C(F)(F)F)C (p-tolyl)(m-trifluoromethyl-phenyl)methylene(cyclopentadienyl)(2,7-dimethyl-3,6-di-tert-butylfluorenyl)zirconium dichloride